BrC=1C=CN=C2C=CC(=NC12)OC1CC1 8-bromo-2-cyclopropoxy-1,5-naphthyridine